1-(3,5-dichloro-2-methylpyrazolo[1,5-a]pyrimidin-6-yl)ethan-1-one ClC=1C(=NN2C1N=C(C(=C2)C(C)=O)Cl)C